N-ethoxymethyl-N-propoxymethyl-methacrylamide C(C)OCN(C(C(=C)C)=O)COCCC